1-(4-chlorobenzyl)-3-((2r,4s)-6-(3-methylbenzoyl)-6-azaspiro[3.4]octan-2-yl)urea ClC1=CC=C(CNC(=O)NC2CC3(C2)CN(CC3)C(C3=CC(=CC=C3)C)=O)C=C1